4-((S)-3-amino-3-methylpyrrolidin-1-yl)-N-((S)-1-cyclopropylethyl)-2-methoxy-2'-(trifluoromethyl)-[3,4'-bipyridine]-5-carboxamide N[C@@]1(CN(CC1)C1=C(C(=NC=C1C(=O)N[C@@H](C)C1CC1)OC)C1=CC(=NC=C1)C(F)(F)F)C